methyl 3-trifluoromethyl-4-((3,5-dicyclohexylphenyl) (methyl) amino)-benzoate FC(C=1C=C(C(=O)OC)C=CC1N(C)C1=CC(=CC(=C1)C1CCCCC1)C1CCCCC1)(F)F